C(#N)C1=CC(=C(C=C1)COC1=CC=CC(=N1)C1=CC(=C(C=C1F)CC=1N(C2=C(N1)C=CC(=C2)C(=O)O)[C@@H]2COCC2(C)C)F)F 2-[[4-[6-[(4-cyano-2-fluoro-phenyl)methoxy]-2-pyridyl]-2,5-difluorophenyl]methyl]-3-[(3S)-4,4-dimethyltetrahydrofuran-3-yl]benzimidazole-5-carboxylic acid